FC1(CN(CCC1)CC[C@@H]([C@@H](C(=O)O)C)NC(=O)C1=NN(C(=C1)C1=C(C=CC=C1)C(F)(F)F)C=1SC=CN1)F (2S,3S)-5-(3,3-difluoropiperidin-1-yl)-2-methyl-3-{[1-(1,3-thiazol-2-yl)-5-[2-(trifluoromethyl)phenyl]-1H-pyrazol-3-yl]formamido}pentanoic acid